[O-]S(=O)(=O)C(F)(F)F.C(#N)CN1C=[NH+]C=C1 1-cyanomethylimidazolium triflate